picolinonitrile hydrochloride Cl.N1=C(C=CC=C1)C#N